C(C)(C)N1C(=NN=C1)C1=CC=CC(=N1)NC(=O)NC1=CC=C(C=C1)C=1CCNCC1 1-(6-(4-isopropyl-4H-1,2,4-triazol-3-yl)pyridin-2-yl)-3-(4-(1,2,3,6-tetrahydropyridin-4-yl)phenyl)urea